COCC1=NN(C(=C1)C(=O)NC1=NNC(=C1)[C@H]1C[C@@H](CC1)CC=1SC(=CN1)C)C |o1:16,18| rel-3-(methoxymethyl)-1-methyl-N-(5-((1R,3R)-3-((5-methylthiazol-2-yl)methyl)cyclopentyl)-1H-pyrazol-3-yl)-1H-pyrazole-5-carboxamide